N-(12-hydroxy-5,8,10,14-eicosatetraenoyl)taurine OC(C=CC=CCC=CCCCC(=O)NCCS(=O)(=O)O)CC=CCCCCC